3-(3-furan-2-yl-[1,2,4]oxadiazol-5-yl)-N-[3-(4-oxo-3,4-dihydro-phthalazin-1-ylamino)-propyl]-propionamide O1C(=CC=C1)C1=NOC(=N1)CCC(=O)NCCCNC1=NNC(C2=CC=CC=C12)=O